Tetrahydropyran-2,6-dione O1C(CCCC1=O)=O